N-(pyridin-4-yl)-7-thia-2,5-diazatricyclo[6.4.0.02,6]dodeca-1(12),3,5,8,10-pentaene-4-carboxamide N1=CC=C(C=C1)NC(=O)C1=CN2C3=CC=CC=C3SC2=N1